2-hydroxy-2-((triisopropylsilyl)ethynyl)propane-1,3-diyl diacetate C(C)(=O)OCC(COC(C)=O)(C#C[Si](C(C)C)(C(C)C)C(C)C)O